8-[1-[4-fluoro-2-(1-hydroxy-2,3,1-benzoxazaborinin-6-yl)anilino]ethyl]-6-methyl-2-tetrahydropyran-4-yl-chromen-4-one FC1=CC(=C(NC(C)C=2C=C(C=C3C(C=C(OC23)C2CCOCC2)=O)C)C=C1)C=1C=CC2=C(C=NOB2O)C1